O=C1N2C(CCC2CNCC1N)C(=O)OCC ethyl 2-oxo-3-amino-1,5-diazabicyclo[5.3.0]decane-10-carboxylate